C(C)(C)S(=O)(=O)N1CCN(CC1)C1=CC2=C(NC(=N2)C2=CC(=C(C(=C2)O)O)OC)C=C1 5-(5-(4-(isopropylsulfonyl)piperazin-1-yl)-1H-benzo[d]imidazol-2-yl)-3-methoxybenzene-1,2-diol